(3aR,6aS)-2-Benzyl-5-(2-chloro-5-methoxypyrimidin-4-yl)-3a,6a-dimethyloctahydropyrrolo[3,4-c]pyrrole C(C1=CC=CC=C1)N1C[C@]2(CN(C[C@]2(C1)C)C1=NC(=NC=C1OC)Cl)C